tert-butyl 6-(2-hydroxyprop-2-yl)-2-(methoxy (methyl) carbamoyl)-1H-pyrrolo[2,3-b]pyridine-1-carboxylate OC(C)(C)C1=CC=C2C(=N1)N(C(=C2)C(N(C)OC)=O)C(=O)OC(C)(C)C